N-benzyl-2-fluoroethan-1-amine C(C1=CC=CC=C1)NCCF